C(C)(C)(C)OC(=O)N1CCC(CC1)OCC1=CC(=CC(=C1)OC1=CC=C(C=C1)Cl)Cl 4-((3-chloro-5-(4-chlorophenoxy)benzyl)oxy)piperidine-1-carboxylic acid tert-butyl ester